(S)-2-((((9H-fluoren-9-yl)methoxy)carbonyl)amino)-3-((4-chlorophenyl)(methyl)amino)propanoic acid C1=CC=CC=2C3=CC=CC=C3C(C12)COC(=O)N[C@H](C(=O)O)CN(C)C1=CC=C(C=C1)Cl